C(C)(C)OC(=O)C1CN(C2=CC=CC=C12)C1=NC(=NC=C1Cl)NC1=C(C=C2CCN(CC2=C1)C)OC 1-(5-chloro-2-((6-methoxy-2-methyl-1,2,3,4-tetrahydroisoquinolin-7-yl)amino)pyrimidin-4-yl)indoline-3-carboxylic acid isopropyl ester